1H-Benzimidazol-2-ylmethyl-N4-pyridin-2-ylmethyl-N1-(5,6,7,8-tetrahydro-quinolin-8-yl)-butane-1,4-diamine N1C(=NC2=C1C=CC=C2)CC(CCCNCC2=NC=CC=C2)NC2CCCC=1C=CC=NC21